N-[2,3-difluoro-4-[[(2R)-tetrahydrofuran-2-yl]methoxy]phenyl]-6-[(3S)-pyrrolidin-3-yl]oxy-pyrido[3,2-d]pyrimidin-4-amine FC1=C(C=CC(=C1F)OC[C@@H]1OCCC1)NC=1C2=C(N=CN1)C=CC(=N2)O[C@@H]2CNCC2